4-Chloro-5-(3-(ethoxy(4-fluoro-2-(trifluoromethyl)phenyl)methyl)-5,6-dihydro-[1,2,4]triazolo[4,3-a]pyrazin-7(8H)-yl)pyridazin-3(2H)-one ClC=1C(NN=CC1N1CC=2N(CC1)C(=NN2)C(C2=C(C=C(C=C2)F)C(F)(F)F)OCC)=O